4-[1-(6-chloro-7-fluoro-1-methyl-[1,2,4]triazolo[4,3-a]quinazolin-5-yl)-3,4-dihydro-2H-quinolin-5-yl]-2,2-dimethyl-but-3-ynenitrile ClC1=C2C(=NC=3N(C2=CC=C1F)C(=NN3)C)N3CCCC1=C(C=CC=C31)C#CC(C#N)(C)C